NN[C@@H](C(CC)O)C(=O)O amino-β-hydroxynorvaline